C(C)(C)(C)C1CC2=C(CC1)C1=C(N=C(N(C1=O)C1=CC=CC=C1)SCC1=CC=C(C=C1)OC)S2 7-tert-butyl-2-[(4-methoxybenzyl)thio]-3-phenyl-5,6,7,8-tetrahydro[1]-benzothieno[2,3-d]pyrimidin-4(3H)-one